NC=1C=C(C=C2C=C(N=CC12)NC(=O)[C@H]1[C@@H](C1)C#N)C=1C(=NNC1)C(F)(F)F |r| (±)-trans-N-[8-amino-6-[3-(trifluoromethyl)-1H-pyrazol-4-yl]-3-isoquinolinyl]-2-cyano-cyclopropanecarboxamide